1-ethylimidazole hydrogensulfate S(=O)(=O)(O)O.C(C)N1C=NC=C1